ClC1=NC=NN2C1=NC=C2 4-chloroimidazo[2,1-f][1,2,4]triazine